4-((2R,5S)-2-(ethoxymethyl)-5-(4-(trifluoromethyl)phenyl)piperidin-1-yl)benzoic Acid C(C)OC[C@@H]1N(C[C@@H](CC1)C1=CC=C(C=C1)C(F)(F)F)C1=CC=C(C(=O)O)C=C1